ClC=1C=C(C=CC1F)NC(=O)C1=C(N=CN1C)C1CC2CC(CC2C1)(O)C#C[C@@](C(F)F)(C)O N-(3-chloro-4-fluorophenyl)-4-(5-((R)-4,4-difluoro-3-hydroxy-3-methylbut-1-yn-1-yl)-5-hydroxyoctahydropentalen-2-yl)-1-methyl-1H-imidazole-5-carboxamide